Ethyl-2-((2-chloro-4-((4-nitrophenethyl)amino)chinolin-6-yl)oxy)acetat C(C)OC(COC=1C=C2C(=CC(=NC2=CC1)Cl)NCCC1=CC=C(C=C1)[N+](=O)[O-])=O